isopropylphenyl-ferrocene hexafluorophosphate F[P-](F)(F)(F)(F)F.C(C)(C)C=1[C-](C=CC1)C1=CC=CC=C1.[CH-]1C=CC=C1.[Fe+2]